(S)-3-(benzyloxy)-2-morpholinopropanoic acid TFA salt OC(=O)C(F)(F)F.C(C1=CC=CC=C1)OC[C@@H](C(=O)O)N1CCOCC1